OC1=NC(=NC2=NC=3C(=NC(=NC3N=C21)[O-])O)[O-].[K+].C2(=CC=CC1=CC=CC=C21)C=2C1=CC=CC=C1C(=C1C=CC=CC21)C2=CC=C(C=C2)C2=CC1=CC=CC=C1C=C2.[K+] 9-(1-naphthyl)-10-[4-(2-naphthyl)phenyl]anthracene potassium 4,9-dihydroxypyrimido[4,5-g]pteridine-2,7-diolate